5-[2-Methoxy-5-(trifluoromethyl)imidazo[4,5-b]pyridin-3-yl]indolin COC1=NC=2C(=NC(=CC2)C(F)(F)F)N1C=1C=C2CCNC2=CC1